tert-Butyl (2S)-2-[2-methyl-3-(trideuteriomethoxy)phenyl]-3-(4-piperidyl)pyrrolidine-1-carboxylate CC1=C(C=CC=C1OC([2H])([2H])[2H])[C@H]1N(CCC1C1CCNCC1)C(=O)OC(C)(C)C